dodecanedicarbonitrile C(CCCCCCCCCCCC#N)C#N